N-(3-((6-oxa-1-azaspiro[3.3]heptan-1-yl)methyl)-5-(trifluoromethyl)phenyl)-6-(imidazo[1,2-a]pyridine-3-carbonyl)-4,5,6,7-tetrahydrothieno[2,3-c]pyridine-3-carboxamide N1(CCC12COC2)CC=2C=C(C=C(C2)C(F)(F)F)NC(=O)C2=CSC=1CN(CCC12)C(=O)C1=CN=C2N1C=CC=C2